tert-butyl 5-nitro-3,4-dihydro-1H-isoquinoline-2-carboxylate [N+](=O)([O-])C1=C2CCN(CC2=CC=C1)C(=O)OC(C)(C)C